(E)-8-Ethyl-4-fluoro-8-hydroxy-6,9,12-tricarbonyl-1,2,6,8,9,11,12,14-octahydropyrano[3',4':6,7]indolizino[2,1-b]pyrrolo[3,2,1-ij]quinoline-1-carbaldehyde O-methyloxime CO\N=C\C1CC=2C=C(C=C3C(C4=C(N1C23)CN2C(C3=C(C=C24)C(C(OC3)=C=O)(O)CC)=C=O)=C=O)F